C(C)(C)OC1=CC=C(C=C1)S(=O)(=O)NCC#C 4-isopropoxy-N-prop-2-ynyl-benzenesulfonamide